N-(5'-chloro-2'-(4-(hydroxymethyl)piperidin-1-yl)-[4,4'-bipyridin]-2-yl)-4-methoxybenzamide ClC=1C(=CC(=NC1)N1CCC(CC1)CO)C1=CC(=NC=C1)NC(C1=CC=C(C=C1)OC)=O